tert-butyl (1-((1s,4s)-4-(N,N-dimethylsulfamoyl)cyclohexyl)-2-methylpropan-2-yl)-carbamate CN(S(=O)(=O)C1CCC(CC1)CC(C)(C)NC(OC(C)(C)C)=O)C